1-(6-bromo-2-pyridyl)ethanone BrC1=CC=CC(=N1)C(C)=O